ClC=1C(=C(C=CC1)NC1=C(C(=O)O)C=CC=C1)OCC1CC1 2-((3-chloro-2-(cyclopropylmethoxy)phenyl)amino)benzoic acid